C(C)(C)(C)OC(=O)N1[C@@H](CCC1)C=1C=C(C=C2CCN(CC12)C1=CC=CC=C1)Cl (S)-2-(6-Chloro-2-phenyl-3,4-dihydro-1H-isoquinolin-8-yl)pyrrolidine-1-carboxylic acid tert-butyl ester